N-(4-{[6-(5-chloro-2-fluoro-phenyl)-3-[(1-hydroxy-2-methylpropan-2-yl)sulfanyl]-pyridazin-4-yl]amino}pyridin-2-yl)-3-(4-methylpiperazin-1-yl)propanamide ClC=1C=CC(=C(C1)C1=CC(=C(N=N1)SC(CO)(C)C)NC1=CC(=NC=C1)NC(CCN1CCN(CC1)C)=O)F